O1C=CC2=C1C(=CC=C2)C(C(C2=CC(=NC(=C2)OC)OCC)C=2C(=NC1=CC=C(C=C1C2)Br)OC)(CCN(C)C)O 2-(benzofuran-7-yl)-1-(6-bromo-2-methoxyquinolin-3-yl)-4-(dimethylamino)-1-(2-ethoxy-6-methoxypyridin-4-yl)butan-2-ol